N-[(2S,3R)-1,3-Dihydroxybutan-2-yl]-5-(1-methyl-1H-pyrazol-3-yl)-6-[4-(trifluoromethyl)phenoxy]pyridine-3-carboxamide OC[C@@H]([C@@H](C)O)NC(=O)C=1C=NC(=C(C1)C1=NN(C=C1)C)OC1=CC=C(C=C1)C(F)(F)F